ClC1=CC(=C(OC2=C(C=NN2C2COC2)C(=O)O)C=C1)F 5-(4-Chloro-2-fluorophenoxy)-1-(oxetan-3-yl)pyrazole-4-carboxylic acid